C(CCCCCCC\C=C/CCCC)O (Z)-tetradec-9-ene-1-ol